C(C1=CC=CC=C1)OCCCC1=NC=2C(=C3C(=NC2C(C)C)C=CS3)N1C 2-(3-(benzyloxy)propyl)-4-isopropyl-1-methyl-1H-imidazo[4,5-d]thieno[3,2-b]pyridine